2-(diethoxyphosphoryl)acetic acid C(C)OP(=O)(OCC)CC(=O)O